C(#N)[C@H](C[C@@H]1OC2=C(NC1=O)C=CC=C2)NC(=O)[C@@H]2[C@H]1C([C@H]1CN2C([C@H](C(C)(C)C)NC(=O)C2CC2)=O)(C)C (1R,2S,5S)-N-[(1S)-1-cyano-2-[(2S)-3-oxo-4H-1,4-benzoxazin-2-yl]ethyl]-3-[(2S)-2-(cyclopropanecarbonylamino)-3,3-dimethyl-butanoyl]-6,6-dimethyl-3-azabicyclo[3.1.0]hexane-2-carboxamide